2,4-Bis(3-methylbut-2-enyl)-5-(2-phenylethyl)benzene-1,3-diol CC(=CCC1=C(C=C(C(=C1O)CC=C(C)C)CCC1=CC=CC=C1)O)C